5-{2-[4-(1,2-Benzisoxazol-3-yl)piperidin-1-yl]ethyl}-1-methyl-5,6,7,8-tetrahydropyrrolo[3,2-c]azepin-4(1H)-one O1N=C(C2=C1C=CC=C2)C2CCN(CC2)CCN2C(C1=C(CCC2)N(C=C1)C)=O